(+/-)-trans-methyl 3-((2-(5-fluoro-1-tosyl-1H-pyrrolo[2,3-b]pyridine-3-yl)-7-phenyl-7H-pyrrolo[2,3-d]pyrimidin-4-yl)amino)bicyclo[2.2.2]octane-2-carboxylate FC=1C=C2C(=NC1)N(C=C2C=2N=C(C1=C(N2)N(C=C1)C1=CC=CC=C1)NC1C(C2CCC1CC2)C(=O)OC)S(=O)(=O)C2=CC=C(C)C=C2